3-cyclopropoxy-4-(2-(N-(2-(trifluoromethyl)benzyl)-(2,3,4,5,6-pentafluoro-phenyl)sulfonamido)-N-(pyrimidin-2-ylmethyl)acetamido)benzoic acid C1(CC1)OC=1C=C(C(=O)O)C=CC1N(C(CN(S(=O)(=O)C1=C(C(=C(C(=C1F)F)F)F)F)CC1=C(C=CC=C1)C(F)(F)F)=O)CC1=NC=CC=N1